tert-butyl N-(3-{4-[1-(2,6-dioxopiperidin-3-yl)-3-methyl-2-oxo-1,3-benzodiazol-5-yl]piperazin-1-yl}propyl)-N-methylcarbamate O=C1NC(CCC1N1C(N(C2=C1C=CC(=C2)N2CCN(CC2)CCCN(C(OC(C)(C)C)=O)C)C)=O)=O